1-methoxypropan-2-yl 3-{[(2E)-3-(4-chlorobenzenesulfonyl)prop-2-en-1-yl]carbamoyl}-2-oxo-1,2,5,6,7,8-hexahydro-1,6-naphthyridine-6-carboxylate ClC1=CC=C(C=C1)S(=O)(=O)/C=C/CNC(=O)C=1C(NC=2CCN(CC2C1)C(=O)OC(COC)C)=O